FC1=C(C=CC(=C1F)C=1C=NN(C1)C1OCCCC1)N1CCC(CC1)CN1C(CCCC1)=O 1-((1-(2,3-difluoro-4-(1-(tetrahydro-2H-pyran-2-yl)-1H-pyrazol-4-yl)phenyl)piperidin-4-yl)methyl)piperidin-2-one